FC(C[O-])(F)F.[Na+] sodium 2,2,2-trifluoroethoxide